2-(1-((2-((6-(1,4-diazepan-1-yl)pyridin-3-yl)oxy)-6-(3,5-dichlorophenyl)pyridin-4-yl)methyl)piperidin-4-yl)acetic acid N1(CCNCCC1)C1=CC=C(C=N1)OC1=NC(=CC(=C1)CN1CCC(CC1)CC(=O)O)C1=CC(=CC(=C1)Cl)Cl